4-ethynyl-4-fluoropiperidine C(#C)C1(CCNCC1)F